[rac-(5S,7S)-7-Fluoro-5-phenyl-6,7-dihydro-5H-pyrrolo[1,2-b][1,2,4]triazol-2-yl]-[rac-(3R)-3-methyltetrahydrofuran-3-yl]methanon F[C@H]1C[C@H](N2N=C(N=C21)C(=O)[C@]2(COCC2)C)C2=CC=CC=C2 |r|